CC1=CC=C(C=C1)S(=O)(=O)OC[C@H]([C@@H](C1=CC=CC=C1)O)O (2R,3R)-2,3-dihydroxy-3-phenylpropyl 4-methylbenzenesulfonate